C1(C[C@@H](CCCCCCC)O1)=O R-gamma-decanolactone